5-fluorobenzoic Acid FC=1C=CC=C(C(=O)O)C1